[4-(4-aminophenyl)-1-isopropyl-1H-pyrrol-2-yl](3,4,5-trimethoxyphenyl)methanone NC1=CC=C(C=C1)C=1C=C(N(C1)C(C)C)C(=O)C1=CC(=C(C(=C1)OC)OC)OC